9-Chloro-7-(2-fluoro-6-methoxy-phenyl)-5H-benzo[c]pyrimido[4,5-e]azepin ClC=1C=CC2=C(C(=NCC3=C2N=CN=C3)C3=C(C=CC=C3OC)F)C1